[O-2].[Zr+4].[Er+3] Erbium zirconium oxide